C(C1=CC=CC=C1)OC(=O)NC1(CCN(CC1)C(=O)OC(C)(C)C)P(=O)(OC)OC Tert-butyl 4-(benzyloxycarbonylamino)-4-dimethoxyphosphoryl-piperidine-1-carboxylate